CN1C(=NN=C1)B1OC(C(O1)(C)C)(C)C 4-methyl-3-(4,4,5,5-tetramethyl-1,3,2-dioxaborolan-2-yl)-4H-1,2,4-triazole